FC(C1=NN=C(S1)N1C=2N(C3=C1C=C(C=C3N3CCC1(COC1)CC3)S(=O)(=O)NC3(COC3)CF)C=CN2)F 9-(5-(difluoromethyl)-1,3,4-thiadiazol-2-yl)-N-(3-(fluoromethyl)oxetan-3-yl)-5-(2-oxa-7-azaspiro[3.5]nonan-7-yl)-9H-benzo[d]imidazo[1,2-a]imidazole-7-sulfonamide